N-(5-Difluoromethyl-6-(2H-1,2,3-triazol-2-yl)-pyridin-3-yl)-1-(2-oxo-1,2-dihydrobenzo[cd]indol-6-yl)-5-trifluoromethyl-1H-pyrazole-4-carboxamide FC(C=1C=C(C=NC1N1N=CC=N1)NC(=O)C=1C=NN(C1C(F)(F)F)C=1C=2C3=C(C(NC3=CC1)=O)C=CC2)F